ClC1=C(C2=C(C=N1)NC(=N2)S)C 6-chloro-7-methyl-3h-imidazo[4,5-c]Pyridine-2-thiol